1-(4-(3-(4-(((5-fluoro-4-oxo-2-(((tetrahydro-2H-pyran-4-yl)thio)methyl)-3,4-dihydroquinazolin-7-yl)oxy)methyl)piperidin-1-yl)prop-1-yn-1-yl)phenyl)dihydropyrimidine-2,4(1H,3H)-dione FC1=C2C(NC(=NC2=CC(=C1)OCC1CCN(CC1)CC#CC1=CC=C(C=C1)N1C(NC(CC1)=O)=O)CSC1CCOCC1)=O